NC(C(=O)O)C(C1=NC=CC=C1)(F)F 2-amino-3,3-difluoro-3-(pyridin-2-yl)propanoic acid